CC1=C(C(=C(C(=C1)C)CN=C=O)C)CN=C=O 1,3,5-trimethyl-2,4-bis(isocyanatomethyl)benzene